FC(OC1=C(C=CC=C1)C1CCN(CC1)[C@@H]1CC2(CN(C2)C=2SC=NN2)CC1)F (S)-2-(6-(4-(2-(difluoromethoxy)phenyl)piperidin-1-yl)-2-azaspiro[3.4]octan-2-yl)-1,3,4-thiadiazole